ClC1=CC=C(C(=N1)C(=O)O)N[C@H](C)C1=C2N=C(C(=NC2=CC(=C1)C)C#N)N1CC2(CCCC(C1)C2(F)F)CO 6-chloro-3-(((1R)-1-(2-cyano-3-(9,9-difluoro-1-(hydroxymethyl)-3-azabicyclo[3.3.1]nonan-3-yl)-7-methylquinoxalin-5-yl)ethyl)amino)picolinic acid